3,5-diisopropyl-4-hydroxy-2-methylbenzoic acid, sodium salt [Na+].C(C)(C)C=1C(=C(C(=O)[O-])C=C(C1O)C(C)C)C